(1S,5R)-3-benzyl 8-tert-butyl (1R,5S)-1-[(difluoromethoxy)methyl]-3,8-diazabicyclo[3.2.1]octane-3,8-dicarboxylate FC(OC[C@]12CN(C[C@H](CC1)N2C(=O)OC(C)(C)C)C(=O)OCC2=CC=CC=C2)F